C(C)OC(=O)C1=C(C(C(O1)(C(F)(F)F)C)C)C1=C(C(=C(C=C1)F)F)OC rac-(4s,5r)-4-(3,4-difluoro-2-methoxyphenyl)-2,3-dimethyl-2-(trifluoromethyl)-3H-furan-5-carboxylic acid ethyl ester